(2-(trifluoromethyl)phenyl)nicotinamide FC(C1=C(C=CC=C1)C1=C(C(=O)N)C=CC=N1)(F)F